N1=CC(=CC=C1)C(C)=C(C#N)C#N 2-(1-(pyridin-3-yl)ethylidene)malononitrile